N-cyclopropyl-2-fluoro-1',2',3',6'-tetrahydro-[3,4'-bipyridine]-6-carboxamide C1(CC1)NC(=O)C1=CC=C(C(=N1)F)C=1CCNCC1